C1=CC=CC=2C3=CC=CC=C3C(=CC12)C1=C(C=CC=C1)O 9-phenanthryl-phenol